COC=1C=C2C(=C3C(=NC2=CC1OCCCN1CCCC1)CCCCC3)NC3CCN(CC3)C3=CC=NC=C3 N-{2-methoxy-3-[3-(pyrrolidin-1-yl)propoxy]-6H,7H,8H,9H,10H-cyclohepta[b]quinolin-11-yl}-1-(pyridin-4-yl)piperidin-4-amine